FC1=C2OC=3C=C(C=CC3C(C2=CC=C1)=O)N1CC(CC1)C(=O)O 1-(5-fluoro-9-oxo-xanthen-3-yl)pyrrolidine-3-carboxylic acid